FC=1C=C(C=C(C1)OCC(C)C)C1=CC=C(C(=N1)N1CCC(CC1)(C)OC)C(=O)NS(=O)(=O)C1=CC=NN1 6-(3-Fluoro-5-isobutoxyphenyl)-2-(4-methoxy-4-methyl-1-piperidyl)-N-(1H-pyrazol-5-ylsulfonyl)pyridin-3-carboxamid